FCCCCCCCCCCCOC(C=C)=O.OC([C@@H](C)NC(=O)C=1SC=CN1)(C)C N-((R)-3-hydroxy-3-methylbut-2-yl)thiazole-2-carboxamide fluoroundecyl-acrylate